1-(2-chloro-6-methylpyridin-4-yl)-3-methylcyclobutyl-carboxylic acid ClC1=NC(=CC(=C1)C1(CC(C1)C)C(=O)O)C